C(=O)O.C(C1=CC=CC=C1)NC(=O)C1=NN(C=2C(N(CCC21)CC2CCN(CC2)C)=O)C2=CC(=CC=C2)Cl N-benzyl-1-(3-chlorophenyl)-6-((1-methylpiperidin-4-yl)methyl)-7-oxo-4,5,6,7-tetrahydro-1H-pyrazolo[3,4-c]pyridine-3-carboxamide formate